[(2'S,7R)-2-chloro-2'-methyl-spiro[4,5-dihydrothieno[2,3-c]pyran-7,4'-piperidine]-3-yl]methanol ClC1=C(C2=C(S1)[C@@]1(C[C@@H](NCC1)C)OCC2)CO